O[C@@](C=1C=NC=C(C#N)C1)(C1(CNC1)C)C1=CC=C(C=C1)C(C)C 5-[(R)-hydroxy-(4-isopropyl-phenyl)-(3-methyl-azetidin-3-yl)-methyl]-nicotinonitrile